ruthenium bis(phenylpyridine) C1(=CC=CC=C1)C1=NC=CC=C1.C1(=CC=CC=C1)C1=NC=CC=C1.[Ru]